FC(OC=1C=C(C=C(C1)F)C1=CC2=C(O[C@H](CN2S(=O)(=O)C2=CC(=CC=C2)C(F)(F)F)CCC(=O)O)C(=C1)F)F (S)-3-(6-(3-(difluoromethoxy)-5-fluorophenyl)-8-fluoro-4-((3-(trifluoromethyl)phenyl)sulfonyl)-3,4-dihydro-2H-benzo[b][1,4]-oxazin-2-yl)propanoic acid